4-(((1R,2S)-2-((tert-butyldimethylsilyl)oxy)-1-(5-(4-(((tert-butyldimethyl-silyl)oxy)-methyl)phenyl)-1,3,4-oxadiazol-2-yl)propyl)amino)-2-chlorobenzonitrile [Si](C)(C)(C(C)(C)C)O[C@H]([C@H](C=1OC(=NN1)C1=CC=C(C=C1)CO[Si](C)(C)C(C)(C)C)NC1=CC(=C(C#N)C=C1)Cl)C